[Na+].C(C(=C)C)(=O)[O-].CCS(=O)(=O)O 2-ethanesulfonic acid methacrylate sodium salt